C(C)N1C=NC(=C1)C1=NC2=NC=CC(=C2C=C1)C1=CN=C2N1N=C(C(=C2)C2=CC=C(C=C2)[C@@]21CN(C[C@H]1C2)C2CCOCC2)C (1-Ethyl-1H-imidazol-4-yl)-5-(6-methyl-7-(4-((1R,5S)-3-(tetrahydro-2H-pyran-4-yl)-3-azabicyclo[3.1.0]hex-1-yl)phenyl)imidazo[1,2-b]pyridazin-3-yl)-1,8-naphthyridine